COC(N[C@H]1C[C@@H](CC1)N1C(N(C=2C1=C1C(=NC2)NC(=C1C1=CC=CC=C1)C=1C(=NN(C1)C)OC)C)=O)=O ((1r,3r)-3-(7-(3-methoxy-1-methyl-1H-pyrazol-4-yl)-3-methyl-2-oxo-8-phenyl-3,6-dihydroimidazo[4,5-d]pyrrolo[2,3-b]pyridin-1(2H)-yl)cyclopentyl)carbamic acid methyl ester